CC=1C=C(C=NC1)C1=NN2C(OCCCC2)=C1C(=O)OCC Ethyl 2-(5-methylpyridin-3-yl)-5,6,7,8-tetrahydropyrazolo[5,1-b][1,3]oxazepine-3-carboxylate